5-{3-[(1S)-1-{[6-(4-chloro-3-fluorophenyl)-2-methylpyrimidin-4-yl]amino}ethyl]phenyl}pyrimidin ClC1=C(C=C(C=C1)C1=CC(=NC(=N1)C)N[C@@H](C)C=1C=C(C=CC1)C=1C=NC=NC1)F